(3R,5R)-heptanediol C(CCCCCC)(O)O